C(C)(C)(C)N1S(C(=C(C1=O)NCCCOC1=CC=C(C=C1)CC(=O)OC)C1=CC=CC=C1)(=O)=O methyl (4-{3-[(2-tert-butyl-1,1-dioxido-3-oxo-5-phenyl-2,3-dihydroisothiazol-4-yl)amino]propoxy}phenyl)acetate